ClC=1C=C(C=CC1)N1C(=NC2=C1C=CC=C2OC)C2=CC=CC=C2 (3-chlorophenyl)-4-methoxy-2-phenyl-1H-benzimidazole